C(C=C)OCC(C(=O)OCCCCCCCCCCCCCCCCC)=C heptadecyl α-allyloxymethylacrylate